5-(1-methyl-1H-pyrazol-4-yl)-2-(3-{3-[(prop-2-yl)amino]pyrrolidin-1-yl}-1,2,4-triazin-6-yl)phenol hydrochloride Cl.CN1N=CC(=C1)C=1C=CC(=C(C1)O)C1=CN=C(N=N1)N1CC(CC1)NC(C)C